C(C)(C)(C)OC(=O)N1CCC(CC1)OC1=C2C=C(C=NC2=CC=C1)F 4-((3-fluoroquinolin-5-yl)oxy)piperidine-1-carboxylic acid tert-butyl ester